3-(4-chloro-2-methyl-2H-indazol-5-yl)-6-hydroxy-2-[(4-methoxyphenyl)methyl]-5-methyl-2H,4H,5H-pyrazolo[3,4-d]pyrimidin-4-one ClC=1C2=CN(N=C2C=CC1C=1N(N=C2N=C(N(C(C21)=O)C)O)CC2=CC=C(C=C2)OC)C